C1=NC=CC2=C1CC(C1=C(O2)C=CC=C1)CN1C(C2=CC=CC=C2C1=O)=O 2-((10,11-dihydrobenzo[6,7]oxepino[3,2-c]pyridin-10-yl)methyl)isoindoline-1,3-dione